2-(3,4-bis(benzyloxy)phenyl)-6-phenyl-4H-chromen-4-one C(C1=CC=CC=C1)OC=1C=C(C=CC1OCC1=CC=CC=C1)C=1OC2=CC=C(C=C2C(C1)=O)C1=CC=CC=C1